3,7-Diaza-bicyclo[3.3.1]nonan C12CNCC(CNC1)C2